tri-n-octylphosphine sulphide C(CCCCCCC)P(CCCCCCCC)(CCCCCCCC)=S